C1(=CC=CC=C1)N(C(C(=O)N)=O)C1=CC=CC=C1 N,N-diphenyloxalamide